BrC=1C=C2C(CN(C(C2=CC1)=O)CC(=O)OCC)C(F)F ethyl 2-(6-bromo-4-(difluoromethyl)-1-oxo-3,4-dihydroisoquinolin-2(1H)-yl)acetate